FC1=C(C(=CC(=C1)F)F)S(=O)(=O)NC=1C(=NC=C(C1)C=1C=C2C(=NC=NC2=CC1)N1CCC2(CN(C2)C(\C=C\C(C)=O)=O)CC1)OC (E)-2,4,6-trifluoro-N-(2-methoxy-5-(4-(2-(4-oxopent-2-enoyl)-2,7-diazaspiro[3.5]nonan-7-yl)quinazolin-6-yl)pyridin-3-yl)benzenesulfonamide